NC1=NC(=CC(=C1)O)N 2,6-diamino-4-hydroxypyridine